tert-butyl-(chloro)dimethylsilane tert-Butyl-{2-[({[(2S,5R)-6-benzyloxy-7-oxo-1,6-diazabicyclo[3.2.1]oct-2-yl]carbonyl}amino)oxy]ethyl}(propan-2-yl)carbamate C(C)(C)(C)OC(N(C(C)C)CCONC(=O)[C@H]1N2C(N([C@H](CC1)C2)OCC2=CC=CC=C2)=O)=O.C(C)(C)(C)[Si](C)(C)Cl